tert-butyl (R)-3-((7-chloro-8-fluoro-2-(((2R,7aS)-2-fluorotetrahydro-1H-pyrrolizin-7a(5H)-yl)methoxy)-5-methoxypyrido[4,3-d]pyrimidin-4-yl)(methyl)amino)pyrrolidine-1-carboxylate ClC1=C(C=2N=C(N=C(C2C(=N1)OC)N([C@H]1CN(CC1)C(=O)OC(C)(C)C)C)OC[C@]12CCCN2C[C@@H](C1)F)F